Ethyl 2-amino-6-(2-(3-bromoisoxazol-5-yl)ethyl)-6-phenyl-4,5,6,7-tetrahydrobenzo[b]thiophene-3-carboxylate NC1=C(C2=C(S1)CC(CC2)(C2=CC=CC=C2)CCC2=CC(=NO2)Br)C(=O)OCC